2-methyl-3,4-pentadien-1-ol CC(CO)C=C=C